C(C)C1=C(C(NC=C1)=O)C ethyl-3-methylpyridin-2-one